N-(3,5-dichloro-4-(2,6-dioxopiperidin-3-yl)benzyl)-4-(4-fluorophenyl)-1-methylpiperidine-4-carboxamide formate C(=O)O.ClC=1C=C(CNC(=O)C2(CCN(CC2)C)C2=CC=C(C=C2)F)C=C(C1C1C(NC(CC1)=O)=O)Cl